NC1=CC(NN1)=O 5-amino-1,2-dihydro-3H-pyrazol-3-one